BrC1=C(C=C2C(=CC=[N+](C2=C1F)[O-])Cl)Cl 7-Bromo-4,6-dichloro-8-fluoroquinoline 1-oxide